FC1=CC(=C(C=C1)NC1=C(C(=O)NC=2C=NC(=CC2C)OC)C=C(C=C1)C(F)(F)F)C 2-((4-fluoro-2-methylphenyl)amino)-N-(6-methoxy-4-methylpyridin-3-yl)-5-(trifluoromethyl)benzamide